C(C)(C)C1=NN(C(C=2N1C1=C(C2)SC=N1)=O)CC(=O)N[C@H]1CNC(CC1)=O (R)-2-(5-isopropyl-8-oxothiazolo[5',4':4,5]pyrrolo[1,2-d][1,2,4]triazin-7(8H)-yl)-N-(6-oxopiperidin-3-yl)acetamide